OCC1C2C3CC(C(C2CC1)C3)C(=O)OC 3-hydroxymethyl-8-methoxycarbonyl-tricyclo[5.2.1.02,6]decane